4-cyclohexyl-dimethylenediamine C1CCC(CC1)NCCN